NC(C(=O)OC(C)(C)C)CCCCNC(CCCC1=CC=C(C=C1)CC(C)C)=O Tert-butyl 2-amino-6-(4-(4-isobutylphenyl)butanamido)hexanoate